Methyl 2-phenylhydrazine-1-carbodithioate C1(=CC=CC=C1)NNC(=S)SC